FC1=C(C=CC(=C1)F)C(C#N)=C1CCN(CC1)C(=O)N1CCC(CC1)OCC 2-(2,4-difluorophenyl)-2-(1-(4-ethoxypiperidine-1-carbonyl)piperidin-4-ylidene)acetonitrile